tert-butyl (R)-4-((2-((S)-1-amino-5-(tert-butoxy)-1,5-dioxopentan-2-yl)-1-oxoisoindolin-5-yl)oxy)-3,3-difluoropyrrolidine-1-carboxylate NC([C@H](CCC(=O)OC(C)(C)C)N1C(C2=CC=C(C=C2C1)O[C@H]1C(CN(C1)C(=O)OC(C)(C)C)(F)F)=O)=O